5-[(2-fluorophenyl)methoxy]-4-(methoxymethyl)-N-methyl-9H-pyrido[3,4-b]indole-3-carboxamide FC1=C(C=CC=C1)COC1=C2C3=C(NC2=CC=C1)C=NC(=C3COC)C(=O)NC